1,1,1,5,5,5-hexamethyl-trisilazane C[Si](N[SiH2]N[Si](C)(C)C)(C)C